N1-((6-aminopyridin-3-yl)methyl)-N3-(2-(4-methoxyphenyl)quinolin-4-yl)-N1-methylpropane-1,3-diamine NC1=CC=C(C=N1)CN(CCCNC1=CC(=NC2=CC=CC=C12)C1=CC=C(C=C1)OC)C